1-ethyl-3-(hydroxymethyl)pyridinium ethyl-sulfate Methyl-(2R)-2-{[5-amino-4-chloro-1-(pyridin-2-yl)-1H-pyrazol-3-yl]oxy}propanoat COC([C@@H](C)OC1=NN(C(=C1Cl)N)C1=NC=CC=C1)=O.C(C)OS(=O)(=O)[O-].C(C)[N+]1=CC(=CC=C1)CO